butane-diene C=CC=C